1,3-dimethylbutane CCCC(C)C